(2-chlorophenyl)-(1-hydroxy-6-phenyl-2,3,1-benzodiazaborinin-2-yl)methanone ClC1=C(C=CC=C1)C(=O)N1B(C2=C(C=N1)C=C(C=C2)C2=CC=CC=C2)O